F[C@@H]1CC(C[C@@H]1F)CO ((1r,3R,4S)-3,4-difluorocyclopentyl)methanol